methyl-(1R,3R,4R,7S)-3-(2-amino-6-oxo-1H-purin-9-yl)-1-[[bis(4-methoxyphenyl)-phenyl-methoxy]methyl]-7-hydroxy-2-oxa-5-azabicyclo[2.2.1]heptane C[C@]1(O[C@]2(CN[C@@H]1[C@@H]2O)COC(C2=CC=CC=C2)(C2=CC=C(C=C2)OC)C2=CC=C(C=C2)OC)N2C=1N=C(NC(C1N=C2)=O)N